NC1CC=2C=C(C(=CC2CC1)N1CC2CCC(C1)N2C(=O)OC(C)(C)C)C#N racemic-tert-butyl 3-(6-amino-3-cyano-5,6,7,8-tetrahydronaphthalen-2-yl)-3,8-diazabicyclo[3.2.1]octane-8-carboxylate